[N+](#[C-])C1=CC2=C(OCCO2)C=C1 2,3-DIHYDRO-6-ISOCYANO-1,4-BENZODIOXINE